6-[(2R)-2-[(4-methoxyphenyl)methyl]azepan-1-yl]-4-morpholino-1H-pyridin-2-one COC1=CC=C(C=C1)C[C@@H]1N(CCCCC1)C1=CC(=CC(N1)=O)N1CCOCC1